1-amino-3-{4-chloro-2-fluoro-5-[(5-fluoro-2-hydroxypyridin-3-yl)sulfanyl]phenyl}-6-(trifluoromethyl)pyrimidine-2,4(1H,3H)-dione NN1C(N(C(C=C1C(F)(F)F)=O)C1=C(C=C(C(=C1)SC=1C(=NC=C(C1)F)O)Cl)F)=O